CN1C(N(C2=NC(=NC=C12)NC=1C=NC(=CC1C)C=1C=NN(C1)C)C1CCC2(COC2)CC1)=O 7-methyl-2-((4-methyl-6-(1-methyl-1H-pyrazol-4-yl)pyridin-3-yl)amino)-9-(2-oxaspiro[3.5]Nonan-7-yl)-7,9-dihydro-8H-purin-8-one